COC(C[C@@H](C(=O)N[C@@H](C(C)C)C(=O)N1[C@@H](CCC1)C(=O)O)NC([C@H](CC(C)C)NC(CC1=CC=C(C=C1)NC(=O)NC1=C(C=CC=C1)C)=O)=O)=O ((S)-4-methoxy-2-((S)-4-methyl-2-(2-(4-(3-(o-tolyl)ureido)phenyl)acetamido)pentanamido)-4-oxobutanoyl)-L-valyl-L-proline